FC1=C(C(=C(C=C1F)F)F)C#N 2,3,5,6-tetrafluorobenzene-1-carbonitrile